tert-butyl 3-((3-((1r,4r)-4-(3-methoxy-4-methylphenylcarbamoyl)cyclohexyl)-5-methyl-2-oxo-1,2,3,4-tetrahydroquinazolin-7-yl)methoxy)azetidine-1-carboxylate COC=1C=C(C=CC1C)NC(=O)C1CCC(CC1)N1C(NC2=CC(=CC(=C2C1)C)COC1CN(C1)C(=O)OC(C)(C)C)=O